Cl.C(C)OC([C@@H](N)CS)=O (L)-cysteine ethyl ester hydrochloride